(3R,4S)-3-hydroxy-1-methanesulfonylpiperidin O[C@H]1CN(CCC1)S(=O)(=O)C